2-(4-ethyl-4-methylpiperidin-1-yl)-6-methyl-4-oxo-4H-chromen C(C)C1(CCN(CC1)C=1OC2=CC=C(C=C2C(C1)=O)C)C